ethyl 2-(3-((4-(piperazin-1-ylsulfonyl)phenyl)carbamoyl)pyridin-2-yl)acetate N1(CCNCC1)S(=O)(=O)C1=CC=C(C=C1)NC(=O)C=1C(=NC=CC1)CC(=O)OCC